FC=1C(=NC=CC1)C1(CCC1)NC1=NC2=CC=C(C=C2C=N1)C#N 2-{[(3-fluoro-2-pyridyl)cyclobutyl]amino}quinazoline-6-carbonitrile